BrC=1C=CC(=C(O[C@H](CN2N=NN=C2)C)C1)Cl 1-((2S)-2-(5-bromo-2-chlorophenoxy)propyl)-1H-tetrazole